methyl 3-(di((9Z,12Z)-octadeca-9,12-dien-1-yl)amino)propanoate C(CCCCCCC\C=C/C\C=C/CCCCC)N(CCC(=O)OC)CCCCCCCC\C=C/C\C=C/CCCCC